1-(4-Fluoro-3-(4-benzoylpiperazine-1-carbonyl)benzyl)quinazoline-2,4(1H,3H)-dione FC1=C(C=C(CN2C(NC(C3=CC=CC=C23)=O)=O)C=C1)C(=O)N1CCN(CC1)C(C1=CC=CC=C1)=O